ClC1=NC=2C=CC(=CC2C2=C1NC=C2)C(=O)OCC ethyl 4-chloro-3H-pyrrolo[2,3-c]quinoline-8-carboxylate